NC=1C=C(C=C(C1)C(F)(F)F)[C@@H](C)NC1=NC(=NC2=CC(=C(C=C12)OCCOC)OC)C(=O)N (R)-4-((1-(3-amino-5-(trifluoromethyl)phenyl)ethyl)amino)-7-methoxy-6-(2-methoxyethyl-oxy)quinazoline-2-carboxamide